CC1(CC1)C=1C=C(C=CC1)C1CCN(CC1)C(=O)C1CC2(C1)NC(CC2)=O (2r,4s)-2-(4-(3-(1-methylcyclopropyl)phenyl)piperidine-1-carbonyl)-5-azaspiro[3.4]Octane-6-one